CC=1C(=C2C=CNC2=C(C1)C)O[C@H]1[C@@H](CN(CCC1)C)C1=CC=C(C(=O)O)C=C1 4-((3R,4R)-4-((5,7-dimethyl-1H-indol-4-yl)oxy)-1-methylazepan-3-yl)benzoic acid